2-cyano-8-methyl-8-(trifluoromethyl)-7,8-dihydro-6H-pyrazolo[1,5-a]pyrrolo[2,3-e]pyrimidine C(#N)C1=NN2C(N=CC3=C2C(CN3)(C(F)(F)F)C)=C1